2-(3-fluoro-1H-pyrrole-2-carbonyl)hydrazine-1-carboxylic acid isobutyl ester C(C(C)C)OC(=O)NNC(=O)C=1NC=CC1F